N-(4-maleimidobutyryl)succinimide C1(C=CC(N1CCCC(=O)N1C(CCC1=O)=O)=O)=O